C(CCCCCCCCC)C1=CC=C(C=C1)/C=C/C(=O)C1=C(C=CC=C1O)O (E)-3-(4-Decylphenyl)-1-(2,6-dihydroxyphenyl)prop-2-en-1-one